Nonanoyloxybenzene-sulfonate C(CCCCCCCC)(=O)OC1=C(C=CC=C1)S(=O)(=O)[O-]